(E)-1-(4-(benzyloxy)-5-methoxy-2-nitrophenyl)-3-(dimethylamino)-2-propen-1-one C(C1=CC=CC=C1)OC1=CC(=C(C=C1OC)C(\C=C\N(C)C)=O)[N+](=O)[O-]